2-(6-(4-(1,2-dihydroquinoxalin-2-yl)-1H-pyrazol-1-yl)spiro[3.3]heptan-2-yl)acetonitrile N1C(C=NC2=CC=CC=C12)C=1C=NN(C1)C1CC2(CC(C2)CC#N)C1